((6-((4-tert-butyl diphenyl 1-silyloxybutyl)amino)undecane-1,11-diyl)bis(sulfanediyl))bis-(octane-1,2-diyl) dicycloheptane-carboxylate C1(CCCCCC1)C(=O)OC(CSCCCCCC(CCCCCSCC(CCCCCC)OC(=O)C1CCCCCC1)NC(CCC(C(C)(C)C)(C1=CC=CC=C1)C1=CC=CC=C1)O[SiH3])CCCCCC